FC(C(C(C(C(C(F)(F)F)(F)F)(F)F)(F)F)(F)F)(F)O perfluorohexyl alcohol